5-(trifluoromethyl)pyridin-2-yl-7-oxabicyclo[2.2.1]heptane-2-carboxamide FC(C=1C=CC(=NC1)C12C(CC(CC1)O2)C(=O)N)(F)F